FC1=C(C=CC(=C1)F)C1=NC=C(C(=C1N)C)CC1=C(C(=NC=C1)S(=O)(=O)C)F (2,4-difluorophenyl)-5-[(3-fluoro-2-methanesulfonylpyridin-4-yl)methyl]-4-methylpyridin-3-amine